NC=1C=C(C(=O)OCC)C=CC1OC1=C(C(=C(C(=C1F)F)SC)F)F ethyl 3-amino-4-(2,3,5,6-tetrafluoro-4-(methylthio)phenoxy)benzoate